CN1CCC(CC1)NC(=O)[C@@H]1CC12CCN(CC2)C(=O)OC(C(F)(F)F)C(F)(F)F |o1:10| 1,1,1,3,3,3-hexafluoro-propan-2-yl (R or S)-1-((1-methylpiperidin-4-yl)carbamoyl)-6-azaspiro[2.5]octane-6-carboxylate